5-methoxy-6-[1-(trifluoromethyl)cyclopropyl]pyridazin-3-amine COC=1C=C(N=NC1C1(CC1)C(F)(F)F)N